6-[4-amino-5-(difluoromethyl)pyrimidin-2-yl]-2-[(4R)-4-cyclopropyl-4-[[6-oxo-5-(trifluoromethyl)-1H-pyridazin-4-yl]amino]butyl]-7-fluoroisoquinolin-1-one NC1=NC(=NC=C1C(F)F)C=1C=C2C=CN(C(C2=CC1F)=O)CCC[C@@H](NC=1C=NNC(C1C(F)(F)F)=O)C1CC1